C(C)(C)(C)OC(=O)N(C(OC(C)(C)C)=O)C1=C2C(=NC(=N1)C)N(N=C2)[C@@H]2C=C([C@H]1OC(O[C@H]12)(C)C)CO tert-butyl (tert-butoxycarbonyl)(1-((3aS,4R,6aR)-6-(hydroxymethyl)-2,2-dimethyl-3a,6a-dihydro-4H-cyclopenta[d][1,3]dioxol-4-yl)-6-methyl-1H-pyrazolo[3,4-d]pyrimidin-4-yl)carbamate